4-({5-fluoro-4-[2-(methoxymethyl)-2-methylmorpholin-4-yl]pyrimidin-2-yl}amino)benzenesulfonamide FC=1C(=NC(=NC1)NC1=CC=C(C=C1)S(=O)(=O)N)N1CC(OCC1)(C)COC